CC(C#CC(CC1=CC=CC=C1)=O)(C)C 5,5-dimethyl-1-phenyl-3-hexyn-2-one